[18F][C@@]([C@]([C@@]([C@](C(=O)C(C)=O)(O)C(C)=O)(O)C(C)=O)(O)C(C)=O)(O)CO [18F]fluorotetraacetylglucose